2-(4-Bromophenyl)-1H,4'H-spiro[isoquinoline-4,1'-naphthalene]-1,3,4'(2H)-trione BrC1=CC=C(C=C1)N1C(C2=CC=CC=C2C2(C=CC(C3=CC=CC=C23)=O)C1=O)=O